6-(2-Hydroxy-ethoxymethoxy)-4-(4-isopropyl-phenyl)-[2,2']bipyridinyl-5-carbonitrile OCCOCOC1=C(C(=CC(=N1)C1=NC=CC=C1)C1=CC=C(C=C1)C(C)C)C#N